morpholine-4-carboxylic acid [3-(2,4-difluorophenylamino)-1-oxo-6,11-dihydrodibenzo[b,e]oxepin-8-yl]amide FC1=C(C=CC(=C1)F)NC=1CC(C2=C(OCC3=C(C2)C=CC(=C3)NC(=O)N3CCOCC3)C1)=O